Methyl 4-(2-(2-aminopyridin-3-yl)-5-(oxetan-3-yl)-3H-imidazo[4,5-b]pyridin-3-yl)benzoate NC1=NC=CC=C1C1=NC=2C(=NC(=CC2)C2COC2)N1C1=CC=C(C(=O)OC)C=C1